4-(2-bromoanilino)-4-cyano-piperidine-1-carboxylic acid tert-butyl ester C(C)(C)(C)OC(=O)N1CCC(CC1)(C#N)NC1=C(C=CC=C1)Br